phenyl ethylene phosphate P1(=O)(OC2=CC=CC=C2)OCCO1